C(C)(C)(C)C1=NC(=NO1)C(=O)NCC1=C(C=C(C=C1)C1=NC=NN2C1=CC(=C2)CCN2CCC(CC2)C2=CC=C(C=C2)NC2C(NC(CC2)=O)=O)F 5-tert-butyl-N-[[4-[6-[2-[4-[4-[(2,6-dioxo-3-piperidyl)amino]phenyl]-1-piperidyl]ethyl]pyrrolo[2,1-f][1,2,4]triazin-4-yl]-2-fluoro-phenyl]methyl]-1,2,4-oxadiazole-3-carboxamide